1-(5-bromo-2-hydroxymethylphenyl)-3-[3-(2-hydroxyethylamino)-5-methoxyphenyl]urea BrC=1C=CC(=C(C1)NC(=O)NC1=CC(=CC(=C1)OC)NCCO)CO